C(C)OC(C=C\C=C/C=C\C=C/C=C\CCC[C@H](CCCCC)O)=O 15(S)-hydroxy-(5Z,8Z,11Z,13E,17Z)-eicosapentaenoic acid ethyl ester